3-(dimethylamino)propyl (5-(6,7-difluoro-4-oxo-3,4-dihydrophthalazin-1-yl)-1H-benzimidazol-2-yl)carbamate FC=1C=C2C(NN=C(C2=CC1F)C1=CC2=C(NC(=N2)NC(OCCCN(C)C)=O)C=C1)=O